2-methyl-N-(1-(oxetan-3-ylmethyl)-1H-pyrazolo[3,4-d]pyrimidin-6-yl)-1,2,3,4-tetrahydroisoquinolin-7-amine CN1CC2=CC(=CC=C2CC1)NC1=NC=C2C(=N1)N(N=C2)CC2COC2